CC1=C(C=C(C=C1)N1C(CC(CC1)C(=O)N)C(F)(F)F)C1=CC2=C(N=C(N=C2)NC)N2C1=NCC2 (4-methyl-3-(2-(methylamino)-8,9-dihydroimidazo[1',2':1,6]pyrido[2,3-d]pyrimidin-6-yl)phenyl)-2-(trifluoromethyl)piperidine-4-carboxamide